2-[4-[3-(3-Chloro-4-hydroxyphenyl)prop-2-enoyl]phenoxy]-N,N-dimethylacetamide ClC=1C=C(C=CC1O)C=CC(=O)C1=CC=C(OCC(=O)N(C)C)C=C1